5-(1-cyano-1-methyl-ethoxy)-3-ethylsulfanyl-pyridine-2-carbonitrile C(#N)C(C)(OC=1C=C(C(=NC1)C#N)SCC)C